2-methyl-2-[5-(chloro)-2-thienyl]propan-1-ol CC(CO)(C)C=1SC(=CC1)Cl